{3-[(3S,4S)-4-amino-3-methyl-2-oxa-8-azaspiro[4.5]decan-8-yl]-6-({3-chloro-2-[(1S,4S)-2-oxa-5-azabicyclo[2.2.1]heptan-5-yl]pyridin-4-yl}sulfanyl)-5-methylpyrazin-2-yl}methanol N[C@@H]1[C@@H](OCC12CCN(CC2)C=2C(=NC(=C(N2)C)SC2=C(C(=NC=C2)N2[C@@H]1CO[C@H](C2)C1)Cl)CO)C